7-(5-(4-Chlorophenyl)-2-phenyloxazol-4-yl)-5-ethynyl-1,7-naphthyridin-8(7H)-one ClC1=CC=C(C=C1)C1=C(N=C(O1)C1=CC=CC=C1)N1C=C(C=2C=CC=NC2C1=O)C#C